1-(4-bromo-2-methoxy-5-nitrophenyl)propan-2-amine BrC1=CC(=C(C=C1[N+](=O)[O-])CC(C)N)OC